5-(tert-butyl)-3-(4-nitrophenyl)pyrazolo[1,5-a]pyrimidin-7(4H)-one C(C)(C)(C)C=1NC=2N(C(C1)=O)N=CC2C2=CC=C(C=C2)[N+](=O)[O-]